3-(3-Chloro-4-fluorophenyl)-1-(6-methoxypyridin-3-yl)-1-((1-(2-(tetrahydro-2H-pyran-2-yloxy)ethyl)-1,4,5,6-tetrahydrocyclopenta[c]pyrazol-3-yl)methyl)urea ClC=1C=C(C=CC1F)NC(N(CC=1C2=C(N(N1)CCOC1OCCCC1)CCC2)C=2C=NC(=CC2)OC)=O